FC1=CC=C(C=C1)C(N1C[C@H](N(CC1)C1=CC(N(C=2C=CC(=NC12)C#N)C)=O)CC)C1=CC=C(C=C1)F (R)-8-(4-(bis(4-fluorophenyl)methyl)-2-ethylpiperazin-1-yl)-5-methyl-6-oxo-5,6-dihydro-1,5-naphthyridine-2-carbonitrile